3-(N-(4-chloro-5-cyano-2-(cyclopentyloxy)phenyl)sulfamoyl)-4-cyclopropyl-2-fluorobenzoic acid ClC1=CC(=C(C=C1C#N)NS(=O)(=O)C=1C(=C(C(=O)O)C=CC1C1CC1)F)OC1CCCC1